C(C)(C)(C)N1N=C(C=2C1=NC=NC2N)C2=NOC(=C2C2=NC=C(C=N2)[C@@H]2C(CNCC2)(C)C)C2CC2 1-tert-butyl-3-[5-cyclopropyl-4-[5-[(4S)-3,3-dimethyl-4-piperidyl]pyrimidin-2-yl]isoxazol-3-yl]pyrazolo[3,4-d]pyrimidin-4-amine